3-(1-methylpiperidin-4-yl)thiophene-2-carboxylic acid methyl ester COC(=O)C=1SC=CC1C1CCN(CC1)C